FC=1C(=C2C(=CNC2=CC1)CCN(C)C)OC 2-(5-fluoro-4-methoxy-1H-indol-3-yl)-N,N-dimethylethan-1-amine